ClC=1C=C(C=C(C1)Cl)NC1=NC2=C(C3=CN=CC=C13)N=C1N2C=NC=C1 N-(3,5-dichlorophenyl)pyrimido[6',1':2,3]imidazo[4,5-c][2,6]naphthyridin-5-amine